COC(C1=CC(=C(C=C1)OC(C(=O)OCC)(C)C)[N+](=O)[O-])=O 4-((1-ethoxy-2-methyl-1-oxoprop-2-yl)oxy)-3-nitrobenzoic acid methyl ester